O=C1NC(CCC1N1C(C2=CC=CC(=C2C1=O)SCCC(=O)N1CCC(CC1)C1CCNC=2N1N=C(C2C(=O)N)C2=CC=C(C=C2)OC2=CC=CC=C2)=O)=O 7-(1-(3-((2-(2,6-dioxopiperidin-3-yl)-1,3-dioxoisoindolin-4-yl)thio)propionyl)piperidin-4-yl)-2-(4-phenoxyphenyl)-4,5,6,7-tetrahydropyrazolo[1,5-a]pyrimidine-3-carboxamide